O1COC2=C1C=CC(=C2)NC2=C1C(=NC=C2Br)NC(=N1)C1=C(N(C(=C1)C)C=1C=C(C=CC1)S(=O)(=O)N)C 3-(3-(7-(benzo[d][1,3]dioxole-5-yl-amino)-6-bromo-3H-imidazo[4,5-b]pyridine-2-yl)-2,5-dimethyl-1H-pyrrol-1-yl)benzenesulfonamide